2-Acetyl-1-methyl-6-oxo-1,6-dihydropyridine-3-carboxylic acid ethyl ester C(C)OC(=O)C1=C(N(C(C=C1)=O)C)C(C)=O